C(C)(C)(C)OC(=O)N1CC=2C=CC=NC2CC1 5,6,7,8-tetrahydro-1,6-naphthyridine-6-carboxylic acid tert-butyl ester